5-chloro-2-((3R,5R)-3,5-dimethylpiperazin-1-yl)pyrimidine ClC=1C=NC(=NC1)N1C[C@H](N[C@@H](C1)C)C